C(C)(=O)C=1NC2=CC=C(C=C2C1C=1N=NN(C1)CC1CN(C1)CCNS(=O)(=O)C1=CC=C(C=C1)CC(C)C)F N-(2-(3-((4-(2-acetyl-5-fluoro-1H-indol-3-yl)-1H-1,2,3-triazol-1-yl)methyl)azetidin-1-yl)ethyl)-4-isobutylbenzenesulfonamide